NCC1CC2(C1)OC(N(C2)[C@@H](C)C=2C=CC=C1C(=C(NC21)C(=O)O)C2=CC(=C(C=C2)NS(=O)(=O)C)C#N)=O 7-((1S)-1-(2-(amino-methyl)-6-oxo-5-oxa-7-azaspiro[3.4]octan-7-yl)ethyl)-3-(3-cyano-4-(methylsulfonamido)phenyl)-1H-indole-2-carboxylic acid